NC1CCCC1 (±)-1-Aminocyclopentane